2-fluoro-N-methyl-1'-((3-methyl-2,4-dioxo-1,2,3,4-tetrahydrothieno[3,2-d]pyrimidin-6-yl)methyl)-1',2',3',6'-tetrahydro-[3,4'-bipyridine]-6-carboxamide FC1=NC(=CC=C1C=1CCN(CC1)CC1=CC=2NC(N(C(C2S1)=O)C)=O)C(=O)NC